6-(2-azaspiro[3.3]heptan-6-ylmethyl)-3-(trifluoromethyl)-1H-indazole C1NCC12CC(C2)CC2=CC=C1C(=NNC1=C2)C(F)(F)F